COC=1C=C(C=CC1OC)C1=CC=NC=2N1N=C(C2)C(=O)NC2=CC=C(C(=O)N1[C@@H](CCC1)C(=O)O)C=C2 (4-(7-(3,4-dimethoxyphenyl)pyrazolo[1,5-a]pyrimidine-2-carboxamido)benzoyl)-L-proline